C(C)(C)(C)N1N=CC(=C1)C1=CC(=NC=C1)N(C(=O)C1CCC(CC1)N1CC(C1)O)CC12CCC(CC1)(CC2)C2=CC(=C(C=C2)OC)C 4-((4-(1-(tert-butyl)-1H-pyrazol-4-yl)pyridin-2-yl)((4-(4-methoxy-3-methyl-phenyl)bicyclo[2.2.2]octan-1-yl)methyl)carbamoyl)cyclohexyl-3-hydroxyazetidine